4-(methylsulfanyl)-1H-indole-2-carboxylic acid CSC1=C2C=C(NC2=CC=C1)C(=O)O